CC(CC(C)(C1=CC=C(C=C1)O)C1=CC=C(C=C1)O)C 4,4'-(4-methylpentane-2,2-diyl)diphenol